5β-cholestane CC(C)CCC[C@@H](C)[C@H]1CC[C@H]2[C@@H]3CC[C@@H]4CCCC[C@]4(C)[C@H]3CC[C@]12C